N-(5-Cyclopropyl-1H-1,2,4-Triazol-3-Yl)Thiourea C1(CC1)C1=NC(=NN1)NC(=S)N